CC1=C(C(=O)OC2=C1C=CC(=C2)N)CC(=O)NCCCC[C@@H](C(=O)O)NC(=O)CCN The molecule is a dipeptide that is beta-alanyl-L-lysine in which the amino group at position 6 of the lysine has been acylated by formal condensation with (7-amino-4-methylcoumarin-3-yl)acetic acid. Being fluorescent, it can be used as a reporter molecule for studying the oligopeptide transport system in brain cell cultures. It has a role as a fluorescent probe. It is a dipeptide and a member of 7-aminocoumarins.